2-cyano-N-(3-cyano-4-(methylamino)furan-2-yl)-3-hydroxy-3-(pyridin-3-yl)acrylamide Ethyl-4-(7H-purin-6-yl)-3,4-dihydro-2H-1,4-thiazine-6-carboxylate C(C)OC(=O)C1=CN(CCS1)C1=C2NC=NC2=NC=N1.C(#N)C(C(=O)NC=1OC=C(C1C#N)NC)=C(C=1C=NC=CC1)O